BrC1=CC(=C(C=C1C)N(C(C#CC)=O)C1=CC=C2C(=N1)C(=CN2CC)C#N)C2CC2 N-(4-bromo-2-cyclopropyl-5-methylphenyl)-N-(3-cyano-1-ethyl-1H-pyrrolo[3,2-b]pyridin-5-yl)but-2-ynamide